(2r,4s)-2-methylpiperidine-4-carbonitrile C[C@H]1NCC[C@@H](C1)C#N